OC[C@@H]1N(CCC1)CCNC(=O)C=1C=2C[C@@H]3[C@H](C2N(N1)C1=C(C=C(C=C1)F)F)C3 (1aR,5aR)-2-(2,4-Difluoro-phenyl)-1a,2,5,5a-tetrahydro-1H-2,3-diaza-cyclopropa[a]pentalene-4-carboxylic acid [2-((R)-2-hydroxymethyl-pyrrolidin-1-yl)-ethyl]-amide